6-(4,4,5,5-Tetramethyl-1,3,2-dioxaborolan-2-yl)-1H-pyrrolo[3,2-b]pyridine CC1(OB(OC1(C)C)C=1C=C2C(=NC1)C=CN2)C